methyl ((((1S,4R)-4-(2-amino-6-chloro-9H-purin-9-yl)cyclopent-2-en-1-yl)methoxy)(4-bromophenoxy)phosphoryl)-L-alaninate NC1=NC(=C2N=CN(C2=N1)[C@H]1C=C[C@H](C1)COP(=O)(OC1=CC=C(C=C1)Br)N[C@@H](C)C(=O)OC)Cl